chloro-2-fluoro-N-[4-(4-{[1-(2-hydroxyethyl)pyrrolidin-3-yl]oxy}-3-methyl-1H-pyrazolo[3,4-d]pyrimidin-6-yl)phenyl]benzenesulfonamide ClC=1C(=C(C=CC1)S(=O)(=O)NC1=CC=C(C=C1)C1=NC(=C2C(=N1)NN=C2C)OC2CN(CC2)CCO)F